CN(C)\C=N\C1=NC=CC2=C1N(C(N2[C@H]2CN(CCC2)C(=O)OC(C)(C)C)=O)C2=CC=C(C=C2)OC2=CC=CC=C2 tert-butyl (3R)-3-[4-[(E)-[(dimethylamino)-methylidene]-amino]-2-oxo-3-(4-phenoxyphenyl)-1H,2H,3H-imidazo[4,5-c]pyridin-1-yl]piperidine-1-carboxylate